CC(CC#N)CCC1=CC=CC=C1 beta-methyl-benzenepentannitrile